4-(2-((2-(1H-indol-3-yl)ethyl)amino)ethyl)aniline N1C=C(C2=CC=CC=C12)CCNCCC1=CC=C(N)C=C1